(2-(1H-imidazol-1-yl)-2-oxoethyl)(ethyl)carbamic acid tert-butyl ester C(C)(C)(C)OC(N(CC)CC(=O)N1C=NC=C1)=O